C1(CCC1)C=1C(=NN(C1C1=CC=C(C=C1)F)C)NC(=O)[C@@H]1C(C1)(C)C (S)-N-(4-cyclobutyl-5-(4-fluorophenyl)-1-methyl-1H-pyrazol-3-yl)-2,2-dimethylcyclopropane-1-carboxamide